C(C=C)(=O)N1CC(CC1)C=1N=C(N2C(=NC=CC21)N)C=2C=CC(=NC2)C(=O)NC2=NC=CC(=C2)C2CC2 5-(1-(1-acryloylpyrrolidin-3-yl)-5-aminoimidazo[1,5-c]pyrimidin-3-yl)-N-(4-cyclopropylpyridin-2-yl)pyridinecarboxamide